FC(C(=O)N(C)C1CCN(CC1)P(OCC1CN(CC(O1)N1C(NC(C(=C1)C)=O)=O)C(C1=CC=CC=C1)(C1=CC=CC=C1)C1=CC=CC=C1)(=O)Cl)(F)F (6-(5-methyl-2,4-dioxo-3,4-dihydropyrimidin-1(2H)-yl)-4-tritylmorpholin-2-yl)methyl (4-(2,2,2-trifluoro-N-methylacetamido)piperidin-1-yl)phosphonochloridate